CC1=C(C(N(C(=C1)C1CC1)C1=C(C=CC(=C1)OC)C)=O)C(=O)O methyl-6-cyclopropyl-1-(5-methoxy-2-methyl-phenyl)-2-oxo-pyridine-3-carboxylic acid